tert-Butyl (2,3-dihydroxypropyl)carbamate OC(CNC(OC(C)(C)C)=O)CO